(S)-N-(3-(1-((5-methoxyquinolin-3-yl)amino)ethyl)phenyl)-5-methylnicotinamide COC1=C2C=C(C=NC2=CC=C1)N[C@@H](C)C=1C=C(C=CC1)NC(C1=CN=CC(=C1)C)=O